C(C)(C)(C)OC(C(CN1C[C@H]2OCCN[C@H]2CC1)(C)C)=O.CC1=CC(OC2=CC(=CC=C12)\C=C\S(=O)(=O)OC(F)F)=O |o1:10,15| (trans)-4-methyl-7-((difluoromethoxy)sulfonyl)vinylcoumarin tert-Butyl-3-((4aR*,8aS*)-hexahydro-1H-pyrido[3,4-b][1,4]oxazin-6(7H)-yl)-2,2-dimethylpropanoate